trans-1,2-bis(diphenyl-phosphinomethyl)cyclobutane C1(=CC=CC=C1)C([C@H]1[C@@H](CC1)C(P)(C1=CC=CC=C1)C1=CC=CC=C1)(P)C1=CC=CC=C1